ClC1=C(C2=C(N=N1)N(CCC2)C=2SC(=C(N2)C(=O)OC)CCCOC2=C(C=C(C=C2)C#CC(C)N2CCN(CC2)C)F)C methyl 2-(3-chloro-4-methyl-6,7-dihydro-5H-pyrido[2,3-c]pyridazin-8-yl)-5-[3-[2-fluoro-4-[3-(4-methylpiperazin-1-yl)but-1-ynyl]phenoxy]propyl]thiazole-4-carboxylate